6-bromo-4-(trifluoromethyl)-1H-indazole BrC1=CC(=C2C=NNC2=C1)C(F)(F)F